C(C)(=O)OC1(CC1)C(NC1=CC=C(C=C1)C=1OC2=C(N1)C=CC=C2F)=O [1-[[4-(7-fluoro-1,3-benzooxazol-2-yl) phenyl] carbamoyl] cyclopropyl] acetate